(2S)-5-allyl-pyrrolidine-2-carboxylic acid methyl ester hydrochloride Cl.COC(=O)[C@H]1NC(CC1)CC=C